(R)-2-Amino-3-(2-cyanophenyl)-N-(2-ethynylthiazol-4-yl)propenamide NC(C(=O)NC=1N=C(SC1)C#C)=CC1=C(C=CC=C1)C#N